C(C1=CC=CC=C1)OC(=O)COC1=CC=C2C(=CC=NC2=C1)C(=O)N[C@@H](C(=O)O)C (R)-2-({7-[(benzyloxycarbonyl)methoxy]-4-quinolyl}carbonylamino)propionic acid